azetidin-3-yl 2-(6-(5-(6-methylpyridin-2-yl)-1H-imidazol-4-yl)quinolin-3-yl)thiazole-5-carboxylate CC1=CC=CC(=N1)C1=C(N=CN1)C=1C=C2C=C(C=NC2=CC1)C=1SC(=CN1)C(=O)OC1CNC1